(3S)-3-(N-[[(2S,4R)-1-(tert-butoxycarbonyl)-4-(2,3-dichloro-6-methoxyphenyl)pyrrolidin-2-yl]methyl]-2-methoxyacetamido)butanoic acid C(C)(C)(C)OC(=O)N1[C@@H](C[C@@H](C1)C1=C(C(=CC=C1OC)Cl)Cl)CN(C(COC)=O)[C@H](CC(=O)O)C